BrC=1C(=NC=CC1)NC(=O)NC1=C(C=CC=C1)Cl 1-(3-bromopyridin-2-yl)-3-(2-chlorophenyl)urea